(3aS,5S,6aR)-2-(4-(benzyloxy)-3,5-difluorophenethyl)-5-(2-fluorophenoxy)hexahydrocyclopenta[c]pyrrol C(C1=CC=CC=C1)OC1=C(C=C(CCN2C[C@H]3[C@@H](C2)CC(C3)OC3=C(C=CC=C3)F)C=C1F)F